BrC=1C(=NC=C(C1)F)C(=O)N[C@@](CO)(CCCC)C (R)-3-bromo-5-fluoro-N-(1-hydroxy-2-methylhexan-2-yl)picolinamide